3,6-dichloro-N-((1r,4r)-4-methoxycyclohexyl)pyridazine-4-carboxamide ClC=1N=NC(=CC1C(=O)NC1CCC(CC1)OC)Cl